3-(5-(2-((4-(trifluoromethyl)phenyl)amino)phenyl)-1,3,4-oxadiazol-2-yl)pyrrolidine-1-carbonitrile FC(C1=CC=C(C=C1)NC1=C(C=CC=C1)C1=NN=C(O1)C1CN(CC1)C#N)(F)F